tert-butyl ((9aR,10S)-10-((R)-(2,3-difluorophenyl)(phenyl)methyl)-3,5-dioxo-3,5,8,9,9a,10-hexahydro-7H-pyrrolo[1',2':4,5]pyrazino[1,2-b]pyridazin-4-yl) carbonate C(OC(C)(C)C)(OC1=C2N(N=CC1=O)[C@H]([C@@H]1N(C2=O)CCC1)[C@H](C1=CC=CC=C1)C1=C(C(=CC=C1)F)F)=O